N,N'-di(t-butyl)butane-2,3-diimine C(C)(C)(C)N=C(C)C(C)=NC(C)(C)C